N-[(1S)-1-cyano-2-(6,6-dimethyl-2-oxo-3-piperidyl)ethyl]-2-(4-methoxy-1H-indole-2-carbonyl)-2-azaspiro[4.5]decane-3-carboxamide C(#N)[C@H](CC1C(NC(CC1)(C)C)=O)NC(=O)C1N(CC2(C1)CCCCC2)C(=O)C=2NC1=CC=CC(=C1C2)OC